4-(4-methoxyphenoxy)phenyl isocyanate COC1=CC=C(OC2=CC=C(C=C2)N=C=O)C=C1